6-bromopyrrolo[1,2-b]pyridazin-4(1H)-one BrC=1C=C2N(NC=CC2=O)C1